N12CCC(C(C1)O)C2 aza-bicyclo[2.2.1]heptan-5-ol